(S)-2-Methyl-N-(3-(1-((4-methyl-4H-1,2,4-triazol-3-yl)thio)ethyl)phenyl)thiazole-4-carboxamide CC=1SC=C(N1)C(=O)NC1=CC(=CC=C1)[C@H](C)SC1=NN=CN1C